BrC1=NOC(C1)(CF)C1=NC=C(C=C1C1=C(C=CC=C1F)F)F 2-[3-Bromo-5-(fluoromethyl)-4,5-dihydro-1,2-oxazol-5-yl]-3-(2,6-difluorophenyl)-5-fluoropyridine